(tert-butylimino)tris(methylethylamino)niobium (V) C(C)(C)(C)N=[Nb](N(C)CC)(N(C)CC)N(CC)C